3-((4-(2-(3,4-difluorophenoxy)-2-methylpropanoyl)piperazin-1-yl)sulfonyl)benzoic acid FC=1C=C(OC(C(=O)N2CCN(CC2)S(=O)(=O)C=2C=C(C(=O)O)C=CC2)(C)C)C=CC1F